FC1=C(CC2=C3N=CN(C3=NC(=N2)C#N)C)C=CC=C1 6-(2-fluorobenzyl)-9-methyl-9H-purine-2-carbonitrile